1,2,2,2-tetrafluoro-1-(trifluoromethyl)ethyl α-chloroacrylate ClC(C(=O)OC(C(F)(F)F)(C(F)(F)F)F)=C